CC1(CC1)OC=1C=C2C(=NNC2=CC1)C1=CC(=NC=C1)N1CC(C1)CC1CCN(CC1)N1C(C2=CC=CC=C2C1=O)=O [4-[[1-[4-[5-(1-methylcyclopropoxy)-1H-indazol-3-yl]-2-pyridinyl]azetidin-3-yl]methyl]-1-piperidinyl]isoindoline-1,3-dione